C(C1=CC=CC=C1)(=O)OC1=C(C(=C(C(=C1F)F)F)F)F Pentafluorophenyl benzoate